5-amino-imidazole NC1=CN=CN1